FC=1C=CC2=C(SC3=C2C=CC(=C3F)C3=CCC(CC3)C3CCC(CC3)CCC)C1F 3,4,6-Trifluoro-7-[4-(4-propylcyclohexyl)cyclohex-1-enyl]dibenzothiophene